[4-(2,4-dichloro-8-fluoro-pyrido[4,3-d]pyrimidin-7-yl)-2-naphthyl] 2,2-dimethylpropanoate CC(C(=O)OC1=CC2=CC=CC=C2C(=C1)C1=C(C=2N=C(N=C(C2C=N1)Cl)Cl)F)(C)C